N(=[N+]=[N-])CCC=1OC2=C(C1)C=C(C=C2I)F 2-(2-azidoethyl)-5-fluoro-7-iodobenzofuran